tert-butyl 4-(3-iodo-1H-pyrazol-1-yl)-2,2-dimethylbutanoate IC1=NN(C=C1)CCC(C(=O)OC(C)(C)C)(C)C